FC1=CC=C(C=C1)CC(=O)OCC ethyl (4-fluorophenyl)acetate